NC1=CC=C(C=2C(C3=C(C=CC(=C3C(C12)=O)N)N)=O)N 1,4,5,8-tetra(R-amino)anthracene-9,10-dione